N1CC(C1)NC(=O)C1=NN(C2=C1CN(CC2C)C(=O)C=2NC=CC2)CC2=CC=C(C=C2)F N-(azetidin-3-yl)-1-(4-fluorobenzyl)-7-methyl-5-(1H-pyrrole-2-carbonyl)-4,5,6,7-tetrahydro-1H-pyrazolo[4,3-c]pyridine-3-carboxamide